C12CCSCC2S1 4,7-dithiabicyclo[4.1.0]heptane